O.O.[Mg] magnesium di-hydrate